N1=NC(=CC2=C1C1=C(CCC2)C=CC=C1)N1N=C(N=C1N)NC=1C=CC2=C(CC[C@H](CC2)NCC=2SC(=CC2)Cl)C1 1-(6,7-dihydro-5H-benzo[6,7]cyclohepta[1,2-c]pyridazin-3-yl)-N3-((7S)-7-((5-chlorothien-2-yl)methyl)amino-6,7,8,9-tetrahydro-5H-benzo[7]annulene-2-yl)-1H-1,2,4-triazole-3,5-diamine